2-((1-(2-hydroxyethyl)-4-methyl-1H-pyrazol-3-yl)methyl)-6-(phenylsulfonyl)phthalazin-1(2H)-one OCCN1N=C(C(=C1)C)CN1C(C2=CC=C(C=C2C=N1)S(=O)(=O)C1=CC=CC=C1)=O